ClC1=CC(NC2=CC=C(C=C12)[N+](=O)[O-])=O 4-chloro-6-nitroquinolin-2(1H)-one